FC(C(=O)O)(F)F.NC1=NC=CC(=C1Cl)SC=1N=CC(=NC1)N1CCC2([C@@H](C=3N(N=CC3C)C2)N)CC1 (S)-1-(5-((2-amino-3-chloropyridin-4-yl)thio)pyrazin-2-yl)-3'-methyl-4'H,6'H-spiro[piperidine-4,5'-pyrrolo[1,2-b]pyrazol]-4'-amine (trifluoroacetate)